2,6-dimethyl-tetrahydro-2H-pyran-4-ol CC1OC(CC(C1)O)C